5-(6-(difluoromethyl)-2-(methylsulfinyl)pyrimidin-4-yl)-1-(4-methoxy-3-(trifluoromethyl)benzyl)pyridin-2(1H)-one FC(C1=CC(=NC(=N1)S(=O)C)C=1C=CC(N(C1)CC1=CC(=C(C=C1)OC)C(F)(F)F)=O)F